[Na+].OC1=CC=C(C(=O)[O-])C=C1 p-hydroxybenzoic acid sodium salt